4-[(piperidin-4-yl)amino]-1-(2,2,2-trifluoroethyl)-1H-indol N1CCC(CC1)NC1=C2C=CN(C2=CC=C1)CC(F)(F)F